2-[(3-{6-[(2,4-dichlorophenoxy)methyl]pyridin-2-yl}pyrrolidin-1-yl)methyl]-1-{[(2S)-oxetan-2-yl]methyl}-1H-1,3-benzodiazole-6-carboxylic acid ClC1=C(OCC2=CC=CC(=N2)C2CN(CC2)CC2=NC3=C(N2C[C@H]2OCC2)C=C(C=C3)C(=O)O)C=CC(=C1)Cl